CC/C=C\C/C=C\C/C=C\CCCCCC(=O)O all-cis-7,10,13-hexadecatrienoic acid